4-methoxyphenyl-4-(2-methylpropyl)phenyliodonium hexafluorophosphate F[P-](F)(F)(F)(F)F.COC1=CC=C(C=C1)[I+]C1=CC=C(C=C1)CC(C)C